C(C)N(C1=CC=C2C=C(C(OC2=C1)=O)C(=O)NC1C(=C(CC1)C=1N=C(SC1)C#C)C)CC 7-(diethylamino)-N-(3-(2-ethynylthiazol-4-yl)-2-methylcyclopent-2-en-1-yl)-2-oxo-2H-chromene-3-carboxamide